2-hydroxy-6-methylbenzoic acid OC1=C(C(=O)O)C(=CC=C1)C